BrCCC(=O)N1CCN(C2=CC=CC=C12)CC1=CC=CC=C1 3-bromo-1-(4-benzyl-3,4-dihydroquinoxalin-1(2H)-yl)propan-1-one